NC1=NC=C(C2=C1C(=C(N2C)I)C=2C=C(C(=NC2)C(=O)N[C@H](C(F)(F)F)C)Cl)Br 5-(4-amino-7-bromo-2-iodo-1-methylpyrrolo[3,2-c]pyridin-3-yl)-3-chloro-N-[(2S)-1,1,1-trifluoropropan-2-yl]pyridine-2-carboxamide